N1(C=NC=C1)C=1N=C(C2=C(N1)C=CN2)C(=O)NC2CCC(CC2)C(C)(C)OC 2-(1H-imidazol-1-yl)-N-((1r,4r)-4-(2-methoxypropane-2-yl)cyclohexyl)-5H-pyrrolo[3,2-d]pyrimidine-4-carboxamide